tert-butyl 6-([1,1'-biphenyl]-3-ylmethyl)-7-oxo-5-azaspiro[2.4]heptane-5-carboxylate C1(=CC(=CC=C1)CC1N(CC2(CC2)C1=O)C(=O)OC(C)(C)C)C1=CC=CC=C1